[Na+].FC(C=1C=C(C=CC1)S(=O)[O-])(F)F m-trifluoromethylbenzenesulfinate sodium